5-(dimethylamino)-4-(2-methoxybenzoyl)-3-phenylfuran-2(5H)-one CN(C1C(=C(C(O1)=O)C1=CC=CC=C1)C(C1=C(C=CC=C1)OC)=O)C